1-(tetrahydro-2H-pyran-2-yl)-3-(tributylstannyl)-5-(trifluoromethyl)-1H-pyrazole O1C(CCCC1)N1N=C(C=C1C(F)(F)F)[Sn](CCCC)(CCCC)CCCC